CN1C(=NN=C1)SC(C)C=1C=C(C=CC1)NC(=O)NC1=CC=C(C=C1)N1C(COCC1)=O 1-(3-(1-(4-methyl-4H-1,2,4-triazol-3-ylthio)ethyl)phenyl)-3-(4-(3-oxomorpholino)phenyl)urea